5-(pentan-3-yloxy)-7-oxabicyclo[4.1.0]hept-3-ene-3-carboxylic acid ethyl ester C(C)OC(=O)C=1CC2OC2C(C1)OC(CC)CC